1-(9Z-octadecenoyl)-2-(6Z,9Z,12Z,15Z-octadecatetraenoyl)-glycero-3-phosphocholine CCCCCCCC/C=C\CCCCCCCC(=O)OC[C@H](COP(=O)([O-])OCC[N+](C)(C)C)OC(=O)CCCC/C=C\C/C=C\C/C=C\C/C=C\CC